1-benzyl-1'-(tert-butoxycarbonyl)-3-fluoro-3',6'-dihydro-2'H-[4,4'-bipyridin]-1-ium C(C1=CC=CC=C1)[N+]1=CC(=C(C=C1)C=1CCN(CC1)C(=O)OC(C)(C)C)F